C(CCCCCCCCCCCCCCCCC)NCCC(=O)O stearyl-β-alanine